N-(5-((9-(3,3-Dimethylbutyl)-3,9-diazaspiro[5.5]undecan-3-yl)sulfonyl)pyridin-2-yl)-N-methylpropionamide CC(CCN1CCC2(CCN(CC2)S(=O)(=O)C=2C=CC(=NC2)N(C(CC)=O)C)CC1)(C)C